3,6-bis(4-phenylphenyl)-9-[4-phenyl-2-(4,4,5,5-tetramethyl-1,3,2-dioxaborolan-2-yl)phenyl]carbazole methyl-4-(imidazo[2,1-a][2,7]naphthyridin-2-yl)benzoate COC(C1=CC=C(C=C1)C=1N=C2N(C=CC3=CC=NC=C23)C1)=O.C1(=CC=CC=C1)C1=CC=C(C=C1)C=1C=CC=2N(C3=CC=C(C=C3C2C1)C1=CC=C(C=C1)C1=CC=CC=C1)C1=C(C=C(C=C1)C1=CC=CC=C1)B1OC(C(O1)(C)C)(C)C